6-Methyl-6-hepten-2-one CC(CCCC(C)=O)=C